N-(3,4-Dimethylphenyl)-N1,N2-dimethyl-6-morpholin-4-yl-[1,3,5]triazine-2,4-diamine CC=1C=C(C=CC1C)N(C1N(C(=NC(=N1)N)N1CCOCC1)C)C